2-(2-chloro-6-cyclopropylpyridin-4-yl)-5-fluorobenzoic acid ClC1=NC(=CC(=C1)C1=C(C(=O)O)C=C(C=C1)F)C1CC1